3-Methyl-2-hydrazinopyridine CC=1C(=NC=CC1)NN